Ethyl (2-amino-6-((1-phenylethyl)amino)pyridin-3-yl)carbamate NC1=NC(=CC=C1NC(OCC)=O)NC(C)C1=CC=CC=C1